Cl.CC1=C(OCCN)C=CC(=C1)C(F)(F)F 2-(2-methyl-4-(trifluoromethyl)phenoxy)ethylamine hydrochloride